FC1=CC=C(C=C1)[C@@H](C1CCNCC1)C1=CC=C(C=C1)C |o1:7| (S or R)-4-((4-Fluorophenyl)(p-tolyl)methyl)piperidine